para-[(diiodomethyl)sulfonyl]toluene methyl-4-bromo-2-(oxetan-3-yl)indazole-7-carboxylate COC(=O)C1=CC=C(C2=CN(N=C12)C1COC1)Br.IC(S(=O)(=O)C1=CC=C(C)C=C1)I